Methyl 2-[1-(2-ethylsulfanyl-6-methyl-4-oxo-chromen-8-yl)ethylamino]-6-fluoro-benzoate C(C)SC=1OC2=C(C=C(C=C2C(C1)=O)C)C(C)NC1=C(C(=O)OC)C(=CC=C1)F